C(NC1C(CCCC1CCC)CCC)NC1C(CCCC1CCC)CCC methylenebis(2,6-di(n-propyl)cyclohexylamine)